C(C)(C)C1=NC(=NO1)N[C@@H]1C[C@H](CC1)NC1=CC=C(C=N1)N1NC=CC=C1 2-(6-(((1S,3S)-3-((5-isopropyl-1,2,4-oxadiazol-3-yl)amino)cyclopentyl)amino)pyridin-3-yl)pyridazin